p-nitro-4-phenylbutanol [N+](=O)([O-])C1=CC=C(C=C1)CCCCO